FC1=C2CCCN(C2=CC(=C1)F)CC1CC2(CC(C2)NC(=O)NCC2=CC=C(C=C2)OC)C1 1-(6-((5,7-difluoro-3,4-dihydroquinolin-1(2H)-yl)methyl)spiro[3.3]hept-2-yl)-3-(4-methoxybenzyl)urea